1-(1-butyl)-2,3-dimethylimidazolium C(CCC)N1C(=[N+](C=C1)C)C